C(=CCCCCCCCCC)OCCC1=CC=CC=C1 (2-(undec-1-en-1-yloxy)ethyl)benzene